5-amino-3-[2-fluoro-4-[[(2-methoxybenzoyl)amino]methyl]phenyl]-1-tetrahydropyran-3-yl-pyrazole-4-carboxamide NC1=C(C(=NN1C1COCCC1)C1=C(C=C(C=C1)CNC(C1=C(C=CC=C1)OC)=O)F)C(=O)N